O1CCC(=CC1)C=1C2=C(C(=NC1)OC)N=C(S2)NC(C2=CC=C(C=C2)CN2C=NC=C2)=O N-[7-(3,6-Dihydro-2H-pyran-4-yl)-4-methoxy-[1,3]thiazolo[4,5-c]pyridin-2-yl]-4-[(1H-imidazol-1-yl)methyl]benzamid